3-methyl-4-(phenylthio)aniline CC=1C=C(N)C=CC1SC1=CC=CC=C1